(rac)-(2s,4s)-2-(1-(4-Isopropylphenyl)-3-azabicyclo[3.1.0]hexan-3-carbonyl)-7-oxa-5-azaspiro[3.4]octan-6-on C(C)(C)C1=CC=C(C=C1)C12CN(CC2C1)C(=O)C1CC2(C1)NC(OC2)=O